COC1=CC=CC(=N1)C1=NC=CC=C1C=1C=CC=2N(C1)C(=CN2)C(=O)N 6-(6'-Methoxy-[2,2'-bipyridin]-3-yl)imidazo[1,2-a]pyridin-3-carboxamid